methyl 3,3-dimethoxypropylmethylphosphonate COC(CCCP(OC)([O-])=O)OC